4-(((R)-1-(3-((R and S)-1,1-difluoro-2,3-dihydroxy-2-methylpropyl)-2-fluorophenyl)ethyl)amino)-2,6,8,8-tetramethyl-6,8-dihydro-7H-pyrrolo[2,3-g]quinazolin-7-one FC([C@](CO)(C)O)(F)C=1C(=C(C=CC1)[C@@H](C)NC1=NC(=NC2=CC3=C(C=C12)N(C(C3(C)C)=O)C)C)F |&1:2|